C(CCCCC)(=O)OCCOC(C(=C)C)=O mono(2-methacryloyloxyethyl) hexanoate